C(C1CO1)C=1C=C(C=CC1)C1=CC(=CC=C1)CC1CO1 3,3'-diglycidyl-biphenyl